N(=[N+]=[N-])CCOC1=C(C(=CC=C1)Br)C 1-(2-Azidoethoxy)-3-bromo-2-methylbenzene